C1(=CC=CC=C1)[C@@H]1N(CCC2=CC=CC=C12)C(=O)OC12CC(C1)(C2)N 3-aminobicyclo[1.1.1]pentan-1-yl (S)-1-phenyl-3,4-dihydroisoquinoline-2(1H)-carboxylate